C1(C=CC=C1)C=1C(OC(=CC1O)C)=O 3-(Cyclopentadienyl)-4-hydroxy-6-methyl-2H-pyran-2-one